COC1=CC=C(C=C1)C=CC(=O)[O-] 3-(4-methoxyphenyl)-2-propenoate